(1-(4-hydroxy-2-(1H-pyrrol-3-yl)phenethyl)piperidin-4-yl)-1H-indole-5-ol OC1=CC(=C(CCN2CCC(CC2)N2C=CC3=CC(=CC=C23)O)C=C1)C1=CNC=C1